FC1=C(C(=CC=C1)O)C1=CC=2C(=C(N=NC2C2=C(C=CC=C2)C(C)C)N2CCN(CC2)C(C=C)=O)N=C1C 1-(4-(3-(2-fluoro-6-hydroxyphenyl)-5-(2-isopropylphenyl)-2-methylpyrido[2,3-d]pyridazin-8-yl)piperazin-1-yl)prop-2-en-1-one